C(#N)C1=C(N=C(NC1=O)SCC=1C=C(C(=O)O)C=CC1)C=1SC=CC1 3-(5-Cyano-6-oxo-4-thiophen-2-yl-1,6-dihydro-pyrimidin-2-ylsulfanylmethyl)-benzoic acid